(2S,3S,5R)-5-(2-amino-6-oxo-1,6-dihydro-9H-purin-9-yl)-2-formyltetrahydrofuran-3-ylisobutyric acid NC=1NC(C=2N=CN(C2N1)[C@H]1C[C@H]([C@H](O1)C=O)C(C(=O)O)(C)C)=O